tert-butyl (S)-(4-(4-(3-amino-2-chlorophenyl)-3-chloropyridin-2-yl)-2-methoxybenzyl)((5-oxopyrrolidin-2-yl)methyl)carbamate NC=1C(=C(C=CC1)C1=C(C(=NC=C1)C1=CC(=C(CN(C(OC(C)(C)C)=O)C[C@H]2NC(CC2)=O)C=C1)OC)Cl)Cl